The molecule is a 3-hydroxy-6-methoxy-1-methyl-4,5-diphenyl-2-piperidinone in which positions 3,4,5 and 6 have S,S,R,R stereochemistry, respectively. It has a role as a plant metabolite. CN1[C@@H]([C@H]([C@H]([C@@H](C1=O)O)C2=CC=CC=C2)C3=CC=CC=C3)OC